S1C=NC2=C1C(=CC=C2)[C@@H](C=2N=NN(C2)C2(CC2)C(F)(F)F)NC=2C=C1C(=CC=NC1=CC2)N[C@H]2C(COCC2)(C)C 6-(((S)-benzo[d]thiazol-7-yl(1-(1-(trifluoromethyl)cyclopropyl)-1H-1,2,3-triazol-4-yl)methyl)amino)-4-(((R)-3,3-dimethyltetrahydro-2H-pyran-4-yl)amino)quinoline